CN1C[C@H]2[C@H](OCCN2C2=CC(=C(N=N2)C2=C(C(=CC=C2)F)O)C)CC1 2-[6-[(4aS,8aR)-6-methyl-3,4a,5,7,8,8a-hexahydro-2H-pyrido[4,3-b][1,4]oxazin-4-yl]-4-methyl-pyridazin-3-yl]-6-fluoro-phenol